C1(=CC=CC=C1)C(C1=CC=C(C=C1)C)(C1=CC=CC=C1)NCCCCCC(=O)N 6-((diphenyl(p-tolyl)methyl)amino)hexanamide